C(C)C(C=CC(=O)OC1=C(C=CC=C1)C1=C2C=CC(C(=C3C=CC(=C(C=4C=CC(=C(C5=CC=C1N5)C5=C(C=CC=C5)OC(C=CC(C)CC)=O)N4)C4=C(C=CC=C4)OC(C=CC(C)CC)=O)N3)C3=C(C=CC=C3)OC(C=CC(C)CC)=O)=N2)C Tetrakis[(4-ethylpentenoyloxy)phenyl]porphyrin